CC(CCCCCCC)C1CCCCC1 nonan-2-ylcyclohexane